5-chloro-2-(4,4-difluoroazepan-1-yl)-4-(trifluoromethyl)benzoic acid ClC=1C(=CC(=C(C(=O)O)C1)N1CCC(CCC1)(F)F)C(F)(F)F